ClC=1N=C(C2=C(N1)CCS2)NC2(CCC2)CO 1-[(2-chloro-6,7-dihydrothieno[3,2-d]pyrimidin-4-yl)amino]-cyclobutanemethanol